C(=O)C1=CC(=C2C=C(NC2=C1)C#N)C 6-formyl-4-methyl-1H-indole-2-carbonitrile